{2-Methyl-4-[(4-trifluoromethylphenylamino)methyl]phenyl}carbamic acid ethyl ester C(C)OC(NC1=C(C=C(C=C1)CNC1=CC=C(C=C1)C(F)(F)F)C)=O